3,7-bis(6-tert-butyl-2-naphthyl)dibenzothiophene C(C)(C)(C)C=1C=C2C=CC(=CC2=CC1)C=1C=CC2=C(SC3=C2C=CC(=C3)C3=CC2=CC=C(C=C2C=C3)C(C)(C)C)C1